5-(4-(5,7-difluoro-6-hydroxy-1H-indazol-1-yl)phenyl)picolinonitrile FC=1C=C2C=NN(C2=C(C1O)F)C1=CC=C(C=C1)C=1C=CC(=NC1)C#N